C[C@H]1CC[C@@H](N(C1)C(C(=O)NC=1C2=C(C=NC1)C=NN2C2OCCCC2)=O)C=2C=CC1=C(N=C(S1)C1CC3(CN(C3)C)C1)C2 2-((2R,5S)-5-methyl-2-(2-(2-methyl-2-azaspiro[3.3]heptan-6-yl)benzo[d]thiazol-5-yl)piperidin-1-yl)-2-oxo-N-(1-(tetrahydro-2H-pyran-2-yl)-1H-pyrazolo[4,3-c]pyridin-7-yl)acetamide